FC1=C2C=NN(C2=CC=C1B1OC(C(O1)(C)C)(C)C)C1=CCCCO1 4-fluoro-1-(oxacyclohexen-2-yl)-5-(4,4,5,5-tetramethyl-1,3,2-dioxaborolan-2-yl)-1H-indazole